CN(C=1C(=NC=CC1)S(=O)(=O)NC=1C=CC=C2CCCNC12)C 3-(dimethylamino)-N-(1,2,3,4-tetrahydroquinolin-8-yl)pyridine-2-sulfonamide